BrCC(=O)C1=NC=CC=C1 2-bromo-1-(pyridin-2-yl)ethanone